NC1=CC(=NC=C1)C(C)C1=C(C=CC2=C(C=CC=C12)OC1=CC=C(C=C1)C(F)(F)F)C(=O)N [1-(4-amino-2-pyridyl)ethyl]-5-[4-(trifluoromethyl)phenoxy]naphthalene-2-carboxamide